NC1=C2C(=NC=N1)N(N=C2C2=CC=C(C=C2)O)CC2=NC1=CC=CC(=C1C(N2CC2=C(C(=CC=C2)Cl)F)=O)C#C 2-((4-Amino-3-(4-hydroxyphenyl)-1H-pyrazolo[3,4-d]pyrimidin-1-yl)methyl)-3-(3-chloro-2-fluoro-benzyl)-5-ethynylquinazolin-4(3H)-one